tert-butyl (S)-4-(7-(4-chloropyridin-2-yl)-5-(pyrrolidin-1-yl)-7H-pyrrolo[2,3-d]pyrimidin-4-yl)-3-methylpiperazine-1-carboxylate ClC1=CC(=NC=C1)N1C=C(C2=C1N=CN=C2N2[C@H](CN(CC2)C(=O)OC(C)(C)C)C)N2CCCC2